diethylene glycol propylmethyl ether C(CC)COCCOCCO